N1CCC(CC1)/C=C/C=1C=NC(=NC1)N1C[C@H]2N(C=3C(=NN=C(C3)C3=C(C=CC=C3)O)NC2)CC1 (S,E)-2-(8-(5-(2-(piperidin-4-yl)vinyl)pyrimidin-2-yl)-6,6a,7,8,9,10-hexahydro-5H-pyrazino[1',2':4,5]pyrazino[2,3-c]pyridazin-2-yl)phenol